FC(CN1N=C(C(=C1)C1=CN=C2N1C=CN=C2NC2=CC(=C(C(=O)N1CCN(CC1)C(=O)[C@@H]1C[C@@H](CC1)NC(OC(C)(C)C)=O)C=C2)F)C(F)(F)F)F tert-butyl ((1R,3S)-3-(4-(4-((3-(1-(2,2-difluoroethyl)-3-(trifluoromethyl)-1H-pyrazol-4-yl)imidazo[1,2-a]pyrazin-8-yl)amino)-2-fluorobenzoyl)piperazine-1-carbonyl)cyclopentyl)carbamate